1-benzyl-3-cyclobutylidenepiperidin-2-one C(C1=CC=CC=C1)N1C(C(CCC1)=C1CCC1)=O